FC=1C=CC2=C(CC[C@@H]3N(C2=O)C[C@@H](CC3)C=3OC=C(N3)C3=NC=C(C=C3)F)C1 cis-(3R,12aR)-9-fluoro-3-(4-(5-fluoropyridin-2-yl)oxazol-2-yl)-1,3,4,11,12,12a-hexahydrobenzo[e]pyrido[1,2-a]azepin-6(2H)-one